ClC(=O)N([C@H](C(=O)OC(C)(C)C)CC1=CC=CC=C1)C tert-butyl (S)-2-((chlorocarbonyl) (methyl) amino)-3-phenylpropionate